Fructose 1,6-bis-phosphate P(=O)(O)(O)OCC(=O)[C@@H](O)[C@H](O)[C@H](O)COP(=O)(O)O